3-bromo-6-(3-methyl-1,2,4-triazol-1-yl)-2-[4-(4-methyl-1,2,4-triazol-3-yl)piperidin-1-yl]benzonitrile BrC=1C(=C(C#N)C(=CC1)N1N=C(N=C1)C)N1CCC(CC1)C1=NN=CN1C